C1(CC1)C1=NC=NC(=C1C=1N=C(C2=C(N1)C=CO2)NCC=2SC(=CC2)C=2N(C=C(N2)C(F)(F)F)C)OC 2-(4-Cyclopropyl-6-methoxypyrimidin-5-yl)-N-((5-(1-methyl-4-(trifluoromethyl)-1H-imidazol-2-yl)thiophen-2-yl)methyl)furo[3,2-d]pyrimidin-4-amine